O[C@H]1[C@@H](NCC1)C(=O)N1CCC(CC1)C=1C=C2C(=C(NC2=CC1)C=1C=NC=2N(C1)N=CC2)C(C)C ((2r,3r)-3-hydroxypyrrolidin-2-yl)(4-(3-isopropyl-2-(pyrazolo[1,5-a]pyrimidin-6-yl)-1H-indol-5-yl)piperidin-1-yl)methanone